FC(OC1=CC=C(/C=C/C=2C=C3C(=CC=NC3=CC2)C(=O)O)C=C1)(F)F (E)-6-(4-trifluoromethoxystyryl)quinoline-4-carboxylic acid